(2-(2,6-dioxopiperidin-3-yl)benzo[d]oxazol-5-yl)methyl (2-fluoro-4-(trifluoromethoxy)phenyl)carbamate FC1=C(C=CC(=C1)OC(F)(F)F)NC(OCC=1C=CC2=C(N=C(O2)C2C(NC(CC2)=O)=O)C1)=O